4-(2-(2-(o-tolyl)azepan-1-yl)-7-azaspiro[3.5]nonan-7-yl)benzamide C1(=C(C=CC=C1)C1N(CCCCC1)C1CC2(C1)CCN(CC2)C2=CC=C(C(=O)N)C=C2)C